3-(4-bromothiazol-2-yl)-3-(2-oxoethoxy)propionic acid ethyl ester C(C)OC(CC(OCC=O)C=1SC=C(N1)Br)=O